N-(2-(2-hydroxyethyl)phenethyl)-2-isopropyl-5-methylcyclohexane-1-carboxamide OCCC1=C(CCNC(=O)C2C(CCC(C2)C)C(C)C)C=CC=C1